COC(=O)C1=C(C2=CC(=CC=C2C(=C1)OC(C)=O)C(C)(C)C)C1=CC=C(C=C1)Br methyl-4-acetoxy-1-(4-bromophenyl)-7-(tert-butyl)-2-naphthoate